C1(CC1)C=1C=C(OC2CN(C2)C(=O)N2CC3(C2)CC(C3)C3=NN=C(N3)C3(CC3)O)C=CC1C(F)(F)F [3-[3-cyclopropyl-4-(trifluoromethyl)phenoxy]azetidin-1-yl]-[6-[5-(1-hydroxycyclopropyl)-4H-1,2,4-triazol-3-yl]-2-azaspiro[3.3]heptan-2-yl]methanone